C(C)OC(C(F)(F)F)O Trifluoroacetaldehyde ethyl hemiacetal